(2-((4-((5-bromothiophen-2-yl)methyl)-3-methyl-5-oxo-4,5-dihydro-1H-1,2,4-triazol-1-yl)methyl)-3,3-difluoroallyl)carbamic acid tert-butyl ester C(C)(C)(C)OC(NCC(=C(F)F)CN1N=C(N(C1=O)CC=1SC(=CC1)Br)C)=O